COC(=O)C=1N(C2=CC=CC=C2C1)C 1-methyl-1H-Indole-2-carboxylic acid methyl ester